1-((tert-butylsulfinyl)imino)-6-chloro-1,3-dihydrospiro[indene-2,4'-piperidine]-1'-carboxylic acid tert-butyl ester C(C)(C)(C)OC(=O)N1CCC2(CC1)C(C1=CC(=CC=C1C2)Cl)=NS(=O)C(C)(C)C